4-(3-bromo-4-fluorophenyl)-3-(4-((4-hydroxycyclohexyl)amino)-1,2,5-oxadiazol-3-yl)-1,2,4-oxadiazol-5(4H)-one BrC=1C=C(C=CC1F)N1C(=NOC1=O)C1=NON=C1NC1CCC(CC1)O